C(CCCCCC(=O)OC(CCCCCCCC)CCCCCCCC)(=O)OCC(COC(=O)OCCCN(CC)CC)COC(CCCCCCC\C=C/C\C=C/CCCCC)=O 1-(3-(((3-(diethylamino)propoxy)carbonyl)oxy)-2-((((9Z,12Z)-octadeca-9,12-dienoyl)oxy)methyl)propyl) 7-(heptadecan-9-yl) heptanedioate